3-Fluoro-5-((6-(1-methyl-1H-pyrazol-5-yl)-1-oxoisoquinolin-2(1H)-yl)methyl)-N-(piperidin-4-ylmethyl)benzamide hydrochloride Cl.FC=1C=C(C(=O)NCC2CCNCC2)C=C(C1)CN1C(C2=CC=C(C=C2C=C1)C1=CC=NN1C)=O